CN(CCCN=C=N)C 3-(3-dimethylaminopropyl)-carbodiimid